FC=1C=CC(=C(C1)B(O)O)C(=O)OC (5-fluoro-2-(methoxycarbonyl)phenyl)boronic acid